2,3-diethyl-methylpyrazine C(C)C1=NC=C(N=C1CC)C